C(C)(C)(C)OC(N(C)CCC(C1=CC=CC=C1)OCC1=CC(=CC=C1)N)=O (3-((3-aminobenzyl)oxy)-3-phenylpropyl)(methyl)carbamic acid tert-butyl ester